3-(isoquinolin-4-yl)-2-oxo-1-(5-(trifluoromethyl)pyrazin-2-yl)imidazoline-4-carbonitrile C1=NC=C(C2=CC=CC=C12)N1C(N(CC1C#N)C1=NC=C(N=C1)C(F)(F)F)=O